N-[5-Methyl-2-(5-morpholin-4-yl-3,4'-bipyridin-2'-yl)-1H-imidazol-4-yl]pyridazin CC1=C(N=C(N1)C1=NC=CC(=C1)C=1C=NC=C(C1)N1CCOCC1)N1NC=CC=C1